N[C@@H](CC(=O)[O-])C(=O)[O-].[Mn+2] |r| manganese DL-aspartate